ClC=1C(=C(C=C(C1)C)O)C=1N=NC(=CC1C)N1C[C@H](OCC1)CO 3-chloro-2-[6-[(2S)-2-(hydroxymethyl)morpholin-4-yl]-4-methyl-pyridazin-3-yl]-5-methyl-phenol